(cyclopropylmethyl)benzenesulfonimidamide C1(CC1)CC1=C(C=CC=C1)S(=O)(N)=N